2-(3-Oxo-6-azabicyclo[3.1.1]heptan-6-yl)-6-methoxy-N-(6-methoxy-4-((3-((trifluoromethyl)sulfonyl)phenyl)carbamoyl)pyridin-3-yl)benzo[d]thiazole-7-carboxamide O=C1CC2N(C(C1)C2)C=2SC1=C(N2)C=CC(=C1C(=O)NC=1C=NC(=CC1C(NC1=CC(=CC=C1)S(=O)(=O)C(F)(F)F)=O)OC)OC